C(C)(C)(C)OC(N[C@@H](CCO)CC1=C(C=C(C=C1)C)C)=O |r| N-[rac-1-[(2,4-dimethylphenyl)methyl]-3-hydroxy-propyl]carbamic acid tert-butyl ester